2-(2,6-dioxopiperidin-3-yl)-4,7-dihydroxyisoindoline-1,3-dione O=C1NC(CCC1N1C(C2=C(C=CC(=C2C1=O)O)O)=O)=O